C(#N)C(C)(C)OC1=C(C(=C(C=C1)C1=CN=C2N1C=CN=C2NC2=CC(=C(C(=O)N1CCC(CC1)CNC(OC(C)(C)C)=O)C=C2)C)F)F tert-butyl ((1-(4-((3-(4-((2-cyanopropan-2-yl)oxy)-2,3-difluorophenyl)imidazo[1,2-a]pyrazin-8-yl)amino)-2-methylbenzoyl)piperidin-4-yl)methyl)carbamate